C(C)(=O)O[C@@H]1[C@H](OC([C@@H]([C@H]1OC(C)=O)OC(C)=O)C#C)COC(C)=O (2R,3R,4R,5S)-2-(Acetyloxymethyl)-6-ethynyl-tetrahydro-2H-pyran-3,4,5-triyl triacetate